O1N=C(N=C1)CNC(C1=CC=C(C=C1)C1=C(N(C=2N=CN=C(C21)N)C)C2=CC=C(C=C2)NC(=O)C(=C)C)=O N-((1,2,4-oxadiazol-3-yl)methyl)-4-(4-amino-6-(4-methacrylamino-phenyl)-7-methyl-7H-pyrrolo[2,3-d]pyrimidin-5-yl)benzamide